O(C1=CC=CC=C1)[Si](Br)(OC1=CC=CC=C1)OC1=CC=CC=C1 triphenoxybromosilane